1-allyl-2,3-dimethyl-imidazolium chloride [Cl-].C(C=C)N1C(=[N+](C=C1)C)C